(2S,3S,4R,5R)-5-(6-(benzylamino)-2-(3-fluorophenyl)-9H-purin-9-yl)-3,4-dihydroxy-N-methyl-tetrahydrofuran-2-carboxamide C(C1=CC=CC=C1)NC1=C2N=CN(C2=NC(=N1)C1=CC(=CC=C1)F)[C@H]1[C@@H]([C@@H]([C@H](O1)C(=O)NC)O)O